OC(CS(=O)(=O)O)COC(C=C)=O 2-hydroxy-3-acryloxypropylsulfonic acid